4-Methyl-N-((1R*,2R*)-4,4,4-trifluoro-2-methoxy-1-(5-(((S)-2-oxo-4-(trifluoromethyl)imidazolidin-1-yl)methyl)-1H-benzo[d]imidazol-2-yl)butyl)-1,2,5-oxadiazole-3-carboxamide CC=1C(=NON1)C(=O)N[C@@H]([C@@H](CC(F)(F)F)OC)C1=NC2=C(N1)C=CC(=C2)CN2C(N[C@@H](C2)C(F)(F)F)=O |o1:9,10|